5-hydroxy-1-(4-methoxybenzyl)-1H-1,2,3-triazole-4-carboxylic acid ethyl ester C(C)OC(=O)C=1N=NN(C1O)CC1=CC=C(C=C1)OC